Cl.Cl.FC1=C(C=CC(=C1)C1NCCC1)C=1N=C2SC3=C(N2C1)C=CC(=C3)C(=O)N[C@@H]3CN(CCC3)C 2-(2-fluoro-4-(pyrrolidin-2-yl)phenyl)-N-((S)-1-methylpiperidin-3-yl)benzo[d]imidazo[2,1-b]thiazole-7-carboxamide dihydrochloride